CC1(C)CCCC(C)=C1\C=C/C(/C)=C/C=C/C(/C)=C/C=C/C=C(\C)/C=C/C=C(\C)/C=C/C1=C(C)CCCC1(C)C cis-β-carotene